C(C=C)(=O)N1CCN(CC1)C1=NC=NC2=CC(=C(C=C12)Cl)C1=C2CCC(NC2=CC=C1)=O 5-(4-(4-acryloylpiperazin-1-yl)-6-chloroquinazolin-7-yl)-3,4-dihydroquinolin-2(1H)-one